C(C)OC1=C(C=C(C=C1F)C(C)C)[C@@H](C(=O)O)N1C[C@@H](CC1)N(CCCCCC1=NC=2NCCCC2C=C1)C (S)-2-(2-ethoxy-3-fluoro-5-isopropylphenyl)-2-((R)-3-(methyl(5-(5,6,7,8-tetrahydro-1,8-naphthyridin-2-yl)pentyl)amino)pyrrolidin-1-yl)acetic acid